OCC(COC(CC(C)=O)=O)OC(CC(C)=O)=O 3-oxo-butyric acid [3-hydroxy-2-(3-oxo-butyryloxy) propyl] ester